NCCNC1CC(C1)CC(=O)N[C@@H](CC=1C(=C(C(=O)O)C=CC1)OC)B1OC2(C3C(C(CC2O1)C3)(C)C)C 3-((2R)-2-(2-(3-(2-aminoethylamino)cyclobutyl)acetamido)-2-(2,9,9-trimethyl-3,5-dioxa-4-bora-tricyclo[6.1.1.02,6]dec-4-yl)ethyl)-2-methoxybenzoic acid